tert-butyl-(2R,5R)-7-chloro-2,5-dimethyl-2,3-dihydropyrido[2,3-f][1,4]oxazepine butyl-2,2'-((ethane-1,2-diylbis(oxy))bis(3,1-phenylene))diacetate C(CCC)OC(CC1=CC(=CC=C1)OCCOC=1C=C(C=CC1)CC(=O)O)=O.C(C)(C)(C)[C@]1(OC2=C(C(=NC1)C)N=C(C=C2)Cl)C